COC=1C=C(C=CC1)C1=CC(=CC=C1OC)[C@H](CC(=O)OCC)NC(=O)NC=1C(N(C=CC1O)C)=O Ethyl (S)-3-(3',6-Dimethoxybiphenyl-3-yl)-3-(3-(4-hydroxy-1-methyl-2-oxo-1,2-dihydropyridin-3-yl)ureido)propanoat